COC=1C=CC=2C3=C(N(C2C1)C)C(N(N=C3)CC3=NC(=CC=C3)C)=O 7-methoxy-5-methyl-3-((6-methylpyridin-2-yl)methyl)-3,5-dihydro-4H-pyridazino[4,5-b]indol-4-one